FC1(CC(C1)NC(=O)C=1C=NN2C1C=C(C=C2)C2=CNC=1N=C(N=CC12)NC)F N-(3,3-difluorocyclobutyl)-5-(2-(methylamino)-7H-pyrrolo[2,3-d]pyrimidin-5-yl)pyrazolo[1,5-a]pyridine-3-carboxamide